CC=1C(=NON1)CC(=O)N1CC(CCC1)C1=NC(=NO1)C1=CC=CC=C1 2-(4-methyl-1,2,5-oxadiazol-3-yl)-1-(3-(3-phenyl-1,2,4-oxadiazol-5-yl)piperidin-1-yl)ethan-1-one